C(C)OC(CC1[C@@H]2CN(C[C@H]12)C1=NC(=NC=2C(CCCC12)(F)F)S(=O)(=O)C)=O 2-((1R,5S,6S)-3-(8,8-difluoro-2-(methylsulfonyl)-5,6,7,8-tetrahydroquinazolin-4-yl)-3-azabicyclo[3.1.0]Hexane-6-yl)acetic acid ethyl ester